C1(=CC=CC=C1)SC1=NC=CC(=N1)N 2-(phenylthio)pyrimidin-4-amine